OCCC(CC(=O)OC)N1CCC2(CCN(CC2)C(=O)OC(C)(C)C)CC1 tert-butyl 9-(5-hydroxy-1-methoxy-1-oxopentan-3-yl)-3,9-diazaspiro[5.5]undecane-3-carboxylate